ClC1=CC=C(C=C1)CN1C([C@H](CS(C2=C1C=C(C(=C2)F)C=2N=NN(N2)C2CNCCC2)(=O)=O)NC(OC(C)(C)C)=O)=O tert-butyl N-[(3R)-5-[(4-chlorophenyl)methyl]-8-fluoro-1,1,4-trioxo-7-[2-(3-piperidyl)tetrazol-5-yl]-2,3-dihydro-1λ6,5-benzothiazepin-3-yl]carbamate